2-[1-[difluoro[(1,2,2-trifluoroethenyl)oxy]methyl]-1,2,2,2-tetrafluoroethoxy]-1,1,2,2-tetrafluoroethanesulfonic acid FC(C(C(F)(F)F)(OC(C(S(=O)(=O)O)(F)F)(F)F)F)(OC(=C(F)F)F)F